(2R,4R)-6-chloro-4-hydroxy-N-(3-{4-[5-(trifluoromethoxy)pyridin-2-yl]-1H-pyrazol-1-yl}bicyclo[1.1.1]pentan-1-yl)-3,4-dihydro-2H-1-benzopyran-2-carboxamide ClC=1C=CC2=C([C@@H](C[C@@H](O2)C(=O)NC23CC(C2)(C3)N3N=CC(=C3)C3=NC=C(C=C3)OC(F)(F)F)O)C1